C(=O)(O)[C@H](CC1=CC=C(C=C1)OCCOCCOCCOCC)N1CCN(CCN(CCN(CC1)CC(=O)[O-])CC(=O)[O-])CC(=O)[O-].[Gd+3] Gadolinium 2,2',2''-{10-[(1S)-1-carboxy-2-(4-{2-[2-(2-ethoxyethoxy)ethoxy]ethoxy}phenyl)ethyl]-1,4,7,10-tetraazacyclododecan-1,4,7-triyl}triacetat